(S)-tert-Butyl 2-((4-methyl-3-((1-(2-methyl-7-(((trifluoromethyl)sulfonyl)oxy) quinolin-5-yl)cyclopropyl)carbamoyl)phenoxy)methyl)azetidine-1-carboxylate CC1=C(C=C(OC[C@H]2N(CC2)C(=O)OC(C)(C)C)C=C1)C(NC1(CC1)C1=C2C=CC(=NC2=CC(=C1)OS(=O)(=O)C(F)(F)F)C)=O